C(C)(C)(C)OC(=O)N1CCC2(CC(C2)C2=CC(=CC=C2)C(C)(C)C)CC1 2-(3-(tert-butyl)phenyl)-7-azaspiro[3.5]nonane-7-carboxylic acid tert-butyl ester